C(C=1C(O)=CC=CC1)(=O)SC#N salicylic acid, thiocyanate